((3-(3-bromophenyl)oxetan-3-yl)methyl)-4-methyl-1H-1,2,4-triazole-5(4H)-thione BrC=1C=C(C=CC1)C1(COC1)CN1N=CN(C1=S)C